COC1=CC=C(CNC(=O)NC2CC3(C2)CC(C3)C(=O)N3CC(C3)C3=CC=CC=C3)C=C1 1-(4-methoxybenzyl)-3-(6-(3-phenylazetidine-1-carbonyl)spiro[3.3]heptan-2-yl)urea